1,3-bis(2,4,6-trimethylphenyl)imidazolium chloride [Cl-].CC1=C(C(=CC(=C1)C)C)N1C=[N+](C=C1)C1=C(C=C(C=C1C)C)C